5-hydroxy-6-(hydroxymethyl)-3-methoxytetrahydro-2H-pyran-2-carboxamide OC1CC(C(OC1CO)C(=O)N)OC